C(C)[C@@]1([C@@H](C1)C1=C(C=CC=C1)N1N=NC(=C1)C1=CC=CC=C1)N trans-1-ethyl-2-[2-(4-phenyltriazol-1-yl)phenyl]cyclopropanamine